N4-[2-(5-chloro-2-fluoro-phenyl)-5-cyclopropyl-pyrimidin-4-yl]-N2-(4-piperazin-1-ylphenyl)pyrimidine-2,4-diamine ClC=1C=CC(=C(C1)C1=NC=C(C(=N1)NC1=NC(=NC=C1)NC1=CC=C(C=C1)N1CCNCC1)C1CC1)F